1-(3,5-dichloropyridin-4-yl)ethoxyl-3-(5-(isopropylsulfonyl)-1,4,5,6-tetrahydropyrrolo[3,4-d]imidazol-2-yl)-1H-indazole ClC=1C=NC=C(C1C(ON1N=C(C2=CC=CC=C12)C1=NC2=C(N1)CN(C2)S(=O)(=O)C(C)C)C)Cl